(dimethylamino)azetidin CN(C)N1CCC1